COCC1(C=2CCCCC2C=2CCCCC12)COC 9,9-Dimethoxymethyl-1,2,3,4,5,6,7,8-Octahydrofluoren